5-(4-(Imidazo[1,2-a]pyridin-3-ylmethoxy)phenyl)-2-oxo-6-(trifluoromethyl)-1,2-dihydropyridin-3-carboxamide N=1C=C(N2C1C=CC=C2)COC2=CC=C(C=C2)C=2C=C(C(NC2C(F)(F)F)=O)C(=O)N